FC1=CC=C(C=C1)C1=C(C(=CC=C1)NC1=CC=C(C=C1)F)N (4-fluorophenyl)-N1-(4-fluorophenyl)benzene-1,2-diamine